CN([C@@H]1CN(CC1)C1=C2C=C(N=CC2=CC(=C1)C1=C(C=CC=C1C)F)N)C 5-[(3S)-3-(dimethylamino)pyrrolidin-1-yl]-7-(2-fluoro-6-methyl-phenyl)isoquinolin-3-amine